2-bromo-4-phenyl-4H-dithieno[3,2-B:2',3'-d]pyrrole BrC1=CC2=C(C3=C(N2C2=CC=CC=C2)C=CS3)S1